ethyl 2-{[(1,2,3,5,6,7-hexahydro-s-indacen-4-yl)carbamoyl]amino}-3-(3-methyl-1,2,4-oxadiazol-5-yl)propanoate C1CCC2=C(C=3CCCC3C=C12)NC(=O)NC(C(=O)OCC)CC1=NC(=NO1)C